Ethyl (S)-2-(4-(1-(benzo[d][1,3]dioxol-5-yl)ethyl)piperazin-1-yl)pyrimidine-5-carboxylate O1COC2=C1C=CC(=C2)[C@H](C)N2CCN(CC2)C2=NC=C(C=N2)C(=O)OCC